CNCCS(=O)(=O)O.NCCS(=O)(=O)OC methyl taurate (methyl taurate)